4,6-dichloropyrimidine-5-carboxylic acid ClC1=NC=NC(=C1C(=O)O)Cl